ethyl 7-methyl-2-(perfluoroethyl)-4-(trifluoromethyl)-7H-pyrrolo[2,3-h]quinoline-8-carboxylate CN1C(=CC=2C1=CC=C1C(=CC(=NC21)C(C(F)(F)F)(F)F)C(F)(F)F)C(=O)OCC